COC1=C(N=CC(=N1)C=1C(=C(C=CC1)C1=C(C(=CC=C1)C1=NN2C(C(CCC2)N2CCCCC2)=C1)C)C)CNC[C@H]1NC(CC1)=O 1-(2-(3'-(6-methoxy-5-(((((S)-5-oxopyrrolidin-2-yl)methyl)amino)methyl)pyrazin-2-yl)-2,2'-dimethyl-[1,1'-biphenyl]-3-yl)-4,5,6,7-tetrahydropyrazolo[1,5-a]pyridin-4-yl)piperidine